N=1NC(=CC1)C1=NNC=2C1=NC=CC2O 3-(2H-pyrazol-3-yl)-1H-pyrazolo[4,3-b]pyridin-7-ol